OC1CC2(C(NC3=CC=CC=C23)=O)C1 3-hydroxyspiro[cyclobutane-1,3'-indolin]-2'-one